N2-methyl-3-((S)-1-phenylethoxy)-N5-((R)-1,1,1-trifluoropropan-2-yl)-1H-pyrrole-2,5-dicarboxamide CNC(=O)C=1NC(=CC1O[C@@H](C)C1=CC=CC=C1)C(=O)N[C@@H](C(F)(F)F)C